C(C)(C)N([C@@H](C)C(=O)O)P(=O)(OC1=CC=CC=C1)OC[C@]1(N2CC([C@@](C1=O)(CC2)C)(F)F)COC.CC2NCC(NC2)C 2,5-dimethyl-piperazine isopropyl-((((1R,2R,4R)-5,5-difluoro-2-(methoxymethyl)-4-methyl-3-oxoquinuclidin-2-yl)methoxy)(phenoxy)phosphoryl)-L-alaninate